8-(2-cyclopentyl-2-butoxycarbonylmethyloxycarbonyl)-tetracyclo[4.4.0.12,5.17,10]-3-dodecene C1(CCCC1)C(C)(CC)OC(=O)COC(=O)C1C2C3C4C=CC(C3C(C1)C2)C4